C(=CCC)I butenyl iodide